(1r,3r)-1-bromo-3-ethoxycyclobutane BrC1CC(C1)OCC